NC1=C(C=C(C=C1)C1=CC=C(C=C1)F)NC(C1=CC=C(C=C1)[S@](=O)(=N)C1=NC=CC=C1)=O |r| rac-N-[2-amino-5-(4-fluorophenyl)phenyl]-4-(2-pyridylsulfonimidoyl)benzamide